COC1=CC=CC(=N1)C(=O)N 6-methoxypyridinecarboxamide